BrC=1C=CC(=NC1)SC1CC1 5-bromo-2-(cyclopropylsulfanyl)pyridine